2-(2-aminoethyl)cyclobutan-1-one NCCC1C(CC1)=O